3-methyl-5-nitro-2-(2H-1,2,3-triazol-2-yl)pyridine CC=1C(=NC=C(C1)[N+](=O)[O-])N1N=CC=N1